CC1=C(C=NC=2OCCNC21)N2CC=1N=C(N=CC1CC2)NC2=CC(=NC=C2)C(C)(C)O 2-{4-[(7-{8-methyl-1H,2H,3H-pyrido[2,3-b][1,4]oxazin-7-yl}-5H,6H,7H,8H-pyrido[3,4-d]pyrimidin-2-yl)amino]pyridin-2-yl}propan-2-ol